C(C)(=O)NC=1C=C(C=CC1)C=1C(=NC=2N(C1C=1C=NNC1)N=C(C2C(C)(C)C)C(=O)N)N2CC1=CC=CC=C1C2 (3-acetamidophenyl)-3-(tert-butyl)-5-(isoindolin-2-yl)-7-(1H-pyrazol-4-yl)pyrazolo[1,5-a]pyrimidine-2-carboxamide